[Gd].[Tb] Terbium gadolinium